C1(CC1)C=1C=NN(C1COC1C2C(NC(C1)C2)CC)C2=C(C=CC=C2Cl)Cl 5-[[4-cyclopropyl-1-(2,6-dichlorophenyl)-1H-pyrazol-5-yl]methoxy]-3-ethyl-2-azabicyclo[2.2.1]heptane